(S,E)-1-(2-(3-Fluoropropoxy)-5-methyl-4-(2-(2-methyl-[1,1'-biphenyl]-3-yl)vinyl)benzyl)piperidine-2-carboxylic acid FCCCOC1=C(CN2[C@@H](CCCC2)C(=O)O)C=C(C(=C1)\C=C\C=1C(=C(C=CC1)C1=CC=CC=C1)C)C